FC=1C(=C(C[C@@H]2N(OCC2)C2=CC(=NC=N2)NC=2C(=CC(=C(C2)NC(C=C)=O)N2CCN(CC2)C)OC)C=CC1)C N-(5-((6-((S)-3-(3-fluoro-2-methylbenzyl)isoxazolidine-2-yl)pyrimidine-4-yl)amino)-4-methoxy-2-(4-methylpiperazine-1-yl)phenyl)acrylamide